(3,5-dibromo-4-hydroxyphenyl)(2-ethyl-6-fluoro-5,6,7,8-tetrahydroimidazo[1,2-a]pyridin-3-yl)methanone BrC=1C=C(C=C(C1O)Br)C(=O)C1=C(N=C2N1CC(CC2)F)CC